5-([1,2,4]Triazolo[1,5-a]pyridin-6-yl)-N-(6-fluoropyridin-3-yl)-1-(6-methylpyridin-2-yl)-1H-pyrazol-3-carboxyamid N=1C=NN2C1C=CC(=C2)C2=CC(=NN2C2=NC(=CC=C2)C)CC(=O)NC=2C=NC(=CC2)F